CC1=CC=C(CN)O1 L-5-methyl-furfuryl-amine